C(C1=CC=CC=C1)N(C(=O)N1[C@H]2[C@H](N(C[C@@H]1CC2)C(N(C2=CC=CC=C2)C2=CC=CC=C2)=O)C(=O)O)C (1R,2S,5S)-8-(benzyl(methyl)carbamoyl)-3-(diphenylcarbamoyl)-3,8-diazabicyclo[3.2.1]octane-2-carboxylic acid